BrC=1C=C2C(=NC=NN2C1)C1=C(C(=C(CNC(OC(C)(C)C)=O)C=C1)C(F)F)F tert-butyl (4-(6-bromopyrrolo[2,1-f][1,2,4]triazin-4-yl)-2-(difluoromethyl)-3-fluorobenzyl)carbamate